3-[(3R)-4,4-difluorotetrahydrofuran-3-yl]-1-methyl-1-[(1R)-1-pyridazin-4-ylethyl]urea FC1([C@@H](COC1)NC(N([C@H](C)C1=CN=NC=C1)C)=O)F